2-[4-(1,3-benzo-thiazol-2-ylmethyl)-piperazin-1-yl]-N-ethylsulfonyl-4-methoxy-benzamide S1C(=NC2=C1C=CC=C2)CN2CCN(CC2)C2=C(C(=O)NS(=O)(=O)CC)C=CC(=C2)OC